1,3-bis(ethoxycarbonyl)-2-methyl-2-thiopseudourea C(C)OC(=O)NC(SC)=NC(=O)OCC